(S)-ethyl 2-((2S,5R,6S)-2-allyl-6-(3-chlorophenyl)-5-(4-chlorophenyl)-3-oxomorpholino)-2-cyclopropylacetate C(C=C)[C@@H]1O[C@H]([C@H](N(C1=O)[C@H](C(=O)OCC)C1CC1)C1=CC=C(C=C1)Cl)C1=CC(=CC=C1)Cl